C(#N)C1=C(C=CC=C1)C(C(C)C=1N(C(C(=C(N1)C(=O)NC=1C=NOC1)O)=O)C)C=1N=CN(C1)C 2-[l-1-(2-cyanophenyl)-1-(1-methylimidazol-4-yl)propan-2-yl]-5-hydroxy-1-methyl-N-(1,2-oxazol-4-yl)-6-oxopyrimidine-4-carboxamide